C(C)OC(COCCOC(COC1=CC(=CC=C1)C(NCCNC(C(F)(F)F)=O)=O)N=[N+]=[N-])=O [2-(1-Azido-2-{3-[2-(2,2,2-trifluoroacetylamino)ethylcarbamoyl]phenoxy}ethoxy)ethoxy]acetic acid ethyl ester